BrC1=CN(C(C2=CN=CC=C12)=O)CC=1N=C2N(C=C(C=C2)C)C1 4-bromo-2-({6-methylimidazo[1,2-a]pyridin-2-yl}methyl)-1,2-dihydro-2,7-naphthyridin-1-one